COC1=NC(=CC=C1N)C methoxy-6-methylpyridin-3-amine